4-(2-aminopropan-2-yl)-6-(dimethyl-amino)-2-[6-(4-propyl-4H-1,2,4-triazol-3-yl)pyridin-2-yl]-2,3-dihydro-1H-pyrrolo[3,4-c]pyridin-1-one NC(C)(C)C1=NC(=CC2=C1CN(C2=O)C2=NC(=CC=C2)C2=NN=CN2CCC)N(C)C